4-(4-nitrophenylsulfonyl)-1,4-thiazinane [N+](=O)([O-])C1=CC=C(C=C1)S(=O)(=O)N1CCSCC1